C(=O)(O)C(C(C)C)[N+](C)(C)C 1-Carboxy-N,N,N,2-tetramethyl-propane-1-aminium